NNC(NCC(=O)O)=N 2-(3-aminoguanidino)-acetic acid